C1(CC1)NC(C1=C(C=C(C=C1OC)C=1C=NN2C1C=CC(=C2)C(CO)(C)C)OC(F)F)=O N-cyclopropyl-2-(difluoromethoxy)-4-[6-(2-hydroxy-1,1-dimethyl-ethyl)pyrazolo[1,5-a]pyridin-3-yl]-6-methoxy-benzamide